tris(3-(2-(dimethylamino)ethyl)-1H-indol-4-yl) cyclohexane-1,3,5-tricarboxylate C1(CC(CC(C1)C(=O)OC1=C2C(=CNC2=CC=C1)CCN(C)C)C(=O)OC1=C2C(=CNC2=CC=C1)CCN(C)C)C(=O)OC1=C2C(=CNC2=CC=C1)CCN(C)C